tert-butyl (2-(4-(chloromethyl)benzamido)ethyl)carbamate ClCC1=CC=C(C(=O)NCCNC(OC(C)(C)C)=O)C=C1